O=C1NCC[C@@H]([C@H]1C(=O)NC1=C(C=CC=C1)C(F)(F)F)C1=CC=C(C=C1)F (3R,4S)-2-oxo-N-[2-(trifluoromethyl)phenyl]-4-(4-fluorophenyl)-3-piperidinecarboxamide